tert-butyl 2-(3-cyclopentyl-1H-pyrazol-1-yl)acetate C1(CCCC1)C1=NN(C=C1)CC(=O)OC(C)(C)C